CC(CC(=O)SCCNC(CCNC([C@@H](C(COP(OP(OC[C@@H]1[C@H]([C@H]([C@@H](O1)N1C=NC=2C(N)=NC=NC12)O)OP(=O)(O)O)(=O)O)(=O)O)(C)C)O)=O)=O)CC(=O)O 3-methylglutaryl-coenzyme A